C1(=CC=CC=C1)CC(=O)OC[C@]1(O[C@H]([C@@H]([C@@H]1O)O)C1=CC=C2C(=NC=NN21)N)C#N ((2R,3S,4R,5S)-5-(4-aminopyrrolo[2,1-f][1,2,4]triazin-7-yl)-2-cyano-3,4-dihydroxytetrahydrofuran-2-yl)methyl 2-phenylacetate